CN1C[C@@H]([C@H](CC1)N1N=C2C=C(C=CC2=C1)B1OC(C(O1)(C)C)(C)C)C |r| 2-[rac-(3S,4S)-1,3-dimethyl-4-piperidyl]-6-(4,4,5,5-tetramethyl-1,3,2-dioxaborolan-2-yl)indazole